BrC=1C=NN2C1N=C(N=C2NCC2=NC1=C(N2COCC[Si](C)(C)C)C=CC(=C1)CCNC(OC(C)(C)C)=O)S(=O)(=O)C tert-butyl {2-[2-({[8-bromo-2-(methanesulfonyl)pyrazolo[1,5-a][1,3,5]triazin-4-yl]amino}methyl)-1-{[2-(trimethylsilyl)ethoxy]methyl}-1H-benzimidazol-5-yl]ethyl}carbamate